methyl 6-((3-methyl-4-((3-nitro-6-phenylpyridin-2-yl)amino)phenyl)carbamoyl)spiro[3.3]heptane-2-carboxylate CC=1C=C(C=CC1NC1=NC(=CC=C1[N+](=O)[O-])C1=CC=CC=C1)NC(=O)C1CC2(CC(C2)C(=O)OC)C1